OC1=C(C=O)C=CC=C1CN(C)C1=NC=CC(=N1)NC=1N=CC2=C(C=CC(=C2C1)C(C)C)N1CC(C1)CS(=O)(=O)C 2-hydroxy-3-(((4-((5-isopropyl-8-(3-((methylsulfonyl)methyl)azetidin-1-yl)isoquinolin-3-yl)amino)pyrimidin-2-yl)(methyl)amino)methyl)benzaldehyde